COC1=CN=CC(=N1)[C@H]1N(OCC1)C(=O)OC(C)(C)C Tert-butyl (3S)-3-(6-methoxypyrazin-2-yl)isoxazolidine-2-carboxylate